NC1=NNC2=CC=C(C=C12)C1=CC(=NC=C1)NC(=O)NC1CCCCC1 (4-(3-amino-1H-indazol-5-yl)pyridine-2-yl)-3-cyclohexylurea